[6-[3-(3,3-difluorocyclobutyl)-1H-1,2,4-triazol-5-yl]-2-azaspiro[3.3]heptan-2-yl]-[3-[6-[3-hydroxy-3-(trifluoromethyl)azetidin-1-yl]-3-pyridyl]azetidin-1-yl]methanone FC1(CC(C1)C1=NNC(=N1)C1CC2(CN(C2)C(=O)N2CC(C2)C=2C=NC(=CC2)N2CC(C2)(C(F)(F)F)O)C1)F